3-(2-decyltetradecyloxycarbonyl)-2-chloro-1-dodecylpyridin-1-ium C(CCCCCCCCC)C(COC(=O)C=1C(=[N+](C=CC1)CCCCCCCCCCCC)Cl)CCCCCCCCCCCC